5-fluoro-7-((1-(2-(1-(3-fluoro-4-nitrophenyl)-4-hydroxypiperidin-4-yl)acetyl)piperidin-4-yl)methoxy)-2-(((tetrahydro-2H-pyran-4-yl)thio)methyl)quinazolin-4(3H)-one FC1=C2C(NC(=NC2=CC(=C1)OCC1CCN(CC1)C(CC1(CCN(CC1)C1=CC(=C(C=C1)[N+](=O)[O-])F)O)=O)CSC1CCOCC1)=O